1-pentadecanoyl-2-(9Z-octadecenoyl)-glycero-3-phospho-(1'-sn-glycerol) CCCCCCCCCCCCCCC(=O)OC[C@H](COP(=O)(O)OC[C@H](CO)O)OC(=O)CCCCCCC/C=C\CCCCCCCC